Cl.C1(CC1)N1C=C(C(C2=CC(=C(C(=C12)OC)N1C[C@@H]2CCCN[C@@H]2C1)F)=O)C(=O)O 1-cyclopropyl-6-fluoro-7-([S,S]-2,8-diazabicyclo[4.3.0]nonan-8-yl)-8-methoxy-1,4-dihydro-4-oxo-3-quinolinecarboxylic acid hydrochloride